7-bromo-2-methylbenzo[d]thiazol-4-ol BrC=1C=CC(=C2N=C(SC21)C)O